ClC1=C2C=NN(C2=CC(=C1)C1CN(C1)[C@@H](C(OC)OC)C(C)C)C 4-Chloro-6-{1-[(2R)-1,1-dimethoxy-3-methylbutan-2-yl]azetidin-3-yl}-1-methyl-1H-indazole